(S)-N-(4-(((5-((1-hydroxybutan-2-yl)amino)-3-isopropylpyrazolo[1,5-a]pyrimidin-7-yl)amino)methyl)phenyl)acetamide OC[C@H](CC)NC1=NC=2N(C(=C1)NCC1=CC=C(C=C1)NC(C)=O)N=CC2C(C)C